1-(2-(4'-((3,3-dimethylbutyl)sulfonyl)-[1,1'-biphenyl]-4-yl)propan-2-yl)-3-(4-methyl-1-azabicyclo[3.2.2]non-4-yl)urea CC(CCS(=O)(=O)C1=CC=C(C=C1)C1=CC=C(C=C1)C(C)(C)NC(=O)NC1(CCN2CCC1CC2)C)(C)C